ClC1=C(C=CC=C1C1=C(C(=NC=C1)C1=CC(=C(C=C1)CNC[C@@H]1NC(CC1)=O)OC)Cl)NC=1C(=C(CN2CC3(C2)NC(CC3)=O)C=CC1)F (R)-2-(3-((2-chloro-3-(3-chloro-2-(3-methoxy-4-((((5-oxopyrrolidin-2-yl)methyl)amino)methyl)phenyl)pyridin-4-yl)phenyl)amino)-2-fluorobenzyl)-2,5-diazaspiro[3.4]octan-6-one